N-{2-[(4R)-3,3-difluoro-4-(methylamino)piperidin-1-yl]pyrimidin-4-yl}-8-[(2R,3S)-3-(methanesulfonylmeth-yl)-2-methylazetidin-1-yl]-5-(propan-2-yl)isoquinolin-3-amine FC1(CN(CC[C@H]1NC)C1=NC=CC(=N1)NC=1N=CC2=C(C=CC(=C2C1)C(C)C)N1[C@@H]([C@H](C1)CS(=O)(=O)C)C)F